BrC1=C(C(=CC2=C1C[C@](O2)(C2=CC=CC=C2)[C@H]2NCCC2)F)Cl (S)-2-((S)-4-bromo-5-chloro-6-fluoro-2-phenyl-2,3-dihydrobenzofuran-2-yl)pyrrolidine